F[B-](F)(F)F.FC(N1CN(C2=C1C=CC=C2)C2=CC=C(C=C2)C(F)(F)F)(F)F 1-(trifluoromethyl)-3-(4-(trifluoromethyl)phenyl)-1H-benzo[d]imidazole fluoroborate